C(#N)C1=NC(=CC=C1N1CCC(CC1)(C(=O)N[C@@H]1CN(CC1)C)C=1C=CC(=NC1)C=1C(=NC=CC1)OCC)C(F)(F)F 1-[2-cyano-6-(trifluoromethyl)pyridin-3-yl]-4-{2'-ethoxy-[2,3'-bipyridine]-5-yl}-N-[(3S)-1-methylpyrrolidin-3-yl]piperidine-4-carboxamide